FC1=CC=C(C(=O)N2C3N(C(CC2)=O)C(C(N(C3)CC(CC)C)=O)C)C=C1 (4-fluorobenzoyl)-6-methyl-8-(2-methylbutyl)hexahydro-4H-pyrazino[1,2-a]pyrimidine-4,7(6H)-dione